ClC=1C=CC(=C(C1)CC(=O)NC1=CCN(C=C1)C(CCOC)(C)C)O 4-[[2-(5-Chloro-2-hydroxyphenyl)acetyl]amino]-N-(3-methoxy-1,1-dimethylpropyl)pyridin